(±)-2-[1-(ethoxyimino)butyl]-3-hydroxy-5-thian-3-ylcyclohex-2-enone C(C)ON=C(CCC)C=1C(CC(CC1O)C1CSCCC1)=O